FC(C=1C(=C(C=CC1)[C@@H](C)NC1=NC(=NC2=C3C(=C(C=C12)C=1CCN(CC1)CC(=O)O)OCC3)C)F)F (R)-2-(4-(4-((1-(3-(difluoromethyl)-2-fluorophenyl)ethyl)amino)-2-methyl-8,9-dihydrofuro[2,3-H]quinazolin-6-yl)-3,6-dihydropyridin-1(2H)-yl)acetic acid